C(C)[S@@](=O)(=N)C=1C=C(C=NC1C=1N=C2N(C=NC(=C2)C(F)(F)F)C1)OC(C#N)(C)C (S)-2-[[5-(ethylsulfonimidoyl)-6-[7-(trifluoromethyl)imidazo[1,2-c]pyrimidin-2-yl]-3-pyridyl]oxy]-2-methyl-propanenitrile